OCC(O)CO racemic-glycerin